S=C1NC(C=2NC=NC2N1CC1=C(C=CC=C1)[C@@H]1NCC[C@@H](C1)C(F)(F)F)=O |r| rac-2-Thioxo-3-(2-((2R,4S)-4-(trifluoromethyl)piperidin-2-yl)benzyl)-1,2,3,7-tetrahydro-6H-purin-6-one